5-(2-Chloro-3-fluorophenyl)-1,7-dimethyl-1,5-dihydro-4H-imidazo[4,5-c][1,8]naphthyridine ClC1=C(C=CC=C1F)N1CC2=C(C=3C=CC(=NC13)C)N(C=N2)C